FC=1C=C(C=CC1)C=1N=NN(C1)[C@@H]1[C@H]([C@@H](O[C@@H]([C@@H]1O)CO)N(C(C1=CC(=C(C=C1)O)O)=O)C)O N-((2R,3R,4S,5R,6R)-4-(4-(3-fluorophenyl)-1H-1,2,3-triazol-1-yl)-3,5-dihydroxy-6-(hydroxymethyl)tetrahydro-2H-pyran-2-yl)-3,4-dihydroxy-N-methylbenzamide